ClC1=CC=C2C=CN3C2=C1C1=CC(CN(C1C3)C)C(=O)N(CC)CC 1-chloro-N,N-diethyl-8-methyl-7a,8,9,10-tetrahydro-7H-indolo[7,1-fg][1,7]naphthyridine-10-carboxamide